1-hydroxy-N,6,6,9-tetramethyl-3-propyl-6H-benzo[c]chromene-2-carboxamide OC1=C2C3=C(C(OC2=CC(=C1C(=O)NC)CCC)(C)C)C=CC(=C3)C